CC=1OC(=CN1)S(=O)(=O)N1CCC(CC1)C=1C(=CC=2N(C1)N=CN2)C 2-methyl-5-((4-(7-methyl-[1,2,4]triazolo[1,5-a]pyridin-6-yl)piperidin-1-yl)sulfonyl)oxazole